(-)-D-lactic acid C([C@H](O)C)(=O)O